5-amino-2-(4-methoxy-2-methylphenylethyl)benzo[f][1,7]naphthyridine-8-carbonyl-phosphonic acid NC1=NC2=C(C=3C=C(C=NC13)CCC1=C(C=C(C=C1)OC)C)C=CC(=C2)C(=O)P(O)(O)=O